[Si](C1=CC=CC=C1)(C1=CC=CC=C1)(C(C)(C)C)OC[C@@H]1[C@H](CC1)C=O |r| racemic-(1s,2s)-2-(((tert-butyldiphenylsilyl)oxy)methyl)cyclobutane-1-carbaldehyde